4-isobutyl-1,1-biphenyl C(C(C)C)C1=CC=C(C=C1)C1=CC=CC=C1